CO[Si](CCCN1N=C2C(=N1)C=CC=C2)(OC)OC 2-[3-(Trimethoxysilyl)propyl]-2H-benzotriazole